FC1=CC(=C2CN(NC(C2=C1)=O)C)[N+](=O)[O-] 7-fluoro-3-methyl-5-nitro-3,4-dihydrophthalazin-1(2H)-one